CC(C#CC=1C=2N(C3=CC=C(C=C3N1)C(=O)OC)C=CC2)(C)C methyl 4-(3,3-dimethylbut-1-yn-1-yl)pyrrolo[1,2-a]quinoxaline-7-carboxylate